2-(difluoromethoxy)-4-[2-oxo-3-(2,2,2-trifluoroethyl)imidazolidin-1-yl]benzaldehyde FC(OC1=C(C=O)C=CC(=C1)N1C(N(CC1)CC(F)(F)F)=O)F